3-[(R)-1-ethoxycarbonylamino]-2-(p-bromophenyl)-2H-pyrazole C(C)OC(=O)NC=1N(N=CC1)C1=CC=C(C=C1)Br